OC[C@H](C1=CC=CC=C1)NC1=CC(=NC=C1C1=NC(=NO1)C12CCN(CC1)CC2)NC=2C=C1C(C(OC(C1=CC2)=O)C)C 6-((4-(((S)-2-hydroxy-1-phenylethyl)amino)-5-(3-(quinuclidin-4-yl)-1,2,4-oxadiazol-5-yl)pyridin-2-yl)amino)-3,4-dimethylisochroman-1-one